C(C1=CC=CC=C1)N1N=C(C=2C1=NC(=NC2)C(=O)N)C2=CC=CC=C2 1-benzyl-3-phenyl-1H-pyrazolo[3,4-d]pyrimidine-6-carboxamide